propanoic acid-3,3-d2 C(CC([2H])[2H])(=O)O